5-(4,4-difluoropiperidin-3-yl)-1-(2-(methylsulfonyl)ethyl)pyridin-2(1H)-one dihydrochloride Cl.Cl.FC1(C(CNCC1)C=1C=CC(N(C1)CCS(=O)(=O)C)=O)F